O[C@@H]1[C@H](O)[C@@H](O)[C@H](O1)CO α-D-xylofuranose